Sodium N-(3-tert-butylphenyl)sulfonamide C(C)(C)(C)C=1C=C(C=CC1)NS(=O)=O.[Na]